C(C)(C)(C1=CC=CC=C1)OOC(C)(C)CCC t-hexyl cumyl peroxide